(2S)-N2-(3-chloro-4-fluorophenyl)-N4-(1,5-dimethyl-1H-pyrazol-3-yl)-N2-methyl-1-(6-methyl-4-(trifluoromethyl)pyridin-2-yl)-5-oxopyrrolidine-2,4-dicarboxamide ClC=1C=C(C=CC1F)N(C(=O)[C@H]1N(C(C(C1)C(=O)NC1=NN(C(=C1)C)C)=O)C1=NC(=CC(=C1)C(F)(F)F)C)C